COC(C[C@@H](C)NS(=O)(=O)C1=C(C=CC=C1)[N+](=O)[O-])=O (3R)-3-[(2-nitrophenyl)sulfonylamino]butanoic acid methyl ester